C(CCN)N 1,3-propandiamine